1-({1-[(cyanoacetyl)amino]cyclopentyl}methoxy)-7-(propan-2-yloxy)isoquinoline-6-carboxamide C(#N)CC(=O)NC1(CCCC1)COC1=NC=CC2=CC(=C(C=C12)OC(C)C)C(=O)N